hydroxyphenyl-boric acid OC1=C(C=CC=C1)OB(O)O